CO[Si](CCCN1C(N(C(N(C1=O)CCC[Si](OC)(OC)OC)=O)CCC[Si](OC)(OC)OC)=O)(OC)OC 1,3,5-tris[3-(trimethoxysilyl)propyl]-1,3,5-triazine-2,4,6(1H,3H,5H)-trion